NC=1C(=NON1)N1N=NC(=C1)C(=O)NNCC1=C(C=C(C=C1)[N+](=O)[O-])O 1-(4-amino-1,2,5-oxadiazol-3-yl)-N'-(2-hydroxy-4-nitrobenzyl)-1H-1,2,3-triazole-4-carbohydrazide